C(CCC)OC(=O)N1CC(C1)CS(=O)(=O)CCO.NCC1(CCC(CC1)NC1=CC=C(C=C1)C(C)(C)C)C N-(4-(aminomethyl)-4-methylcyclohexyl)-4-(tert-butyl)aniline butyl-3-((2-hydroxyethylsulfonyl)methyl)azetidine-1-carboxylate